4-(4-((4-(((2R,3R,4R,5S)-3,4-dihydroxy-5-((2-(trifluoromethyl)pyrimidin-4-yl)amino)tetrahydro-2H-pyran-2-yl)methyl)piperazin-1-yl)methyl)piperidin-1-yl)benzamide O[C@H]1[C@H](OC[C@@H]([C@H]1O)NC1=NC(=NC=C1)C(F)(F)F)CN1CCN(CC1)CC1CCN(CC1)C1=CC=C(C(=O)N)C=C1